8-(2-Chloro-4-methylphenyl)-9-(4-((1-(3-fluoropropyl)azetidin-3-yl)methyl)phenyl)-6,7-dihydro-5H-benzo[7]annulen ClC1=C(C=CC(=C1)C)C=1CCCC2=C(C1C1=CC=C(C=C1)CC1CN(C1)CCCF)C=CC=C2